N[C@@H](C(=O)N1[C@@H](CC1)C(=O)NCC=1C=C2C=CN=C(C2=CC1)NC(OCC1=CC=CC=C1)=O)C1CCCCC1 benzyl (6-(((S)-1-((R)-2-amino-2-cyclohexylacetyl)azetidine-2-carboxamido)methyl)isoquinolin-1-yl)carbamate